C(C)C1=NN(C2=C1C(NCC1(CCOCC1)C2)=O)CC(COC(C2=C(C=CC=C2)Cl)=O)(C)C 2-Chlorobenzoic acid [3-(3-ethyl-4-oxo-spiro[6,8-dihydro-5H-pyrazolo[4,3-c]azepin-7,4'-tetrahydropyran]-1-yl)-2,2-dimethyl-propyl] ester